C(#N)C=1N=C([N-]C1C#N)C(C(F)(F)F)(F)F 4,5-dicyano-2-(pentafluoroethyl)imidazolate